NCCCC1=C2C(=NC=3C=C4C(=CC13)OCO4)C4=CC1=C(C(N4C2)=O)COC([C@]1(O)CC)=O (S)-14-(3-aminopropyl)-7-ethyl-7-hydroxy-10,13-dihydro-11H-[1,3]dioxolo[4,5-g]pyrano[3',4':6,7]indolizino[1,2-b]quinoline-8,11(7H)-dione